6-bromo-1-(2,2,2-trifluoroethyl)pyrrolo[2,3-b]pyridine BrC1=CC=C2C(=N1)N(C=C2)CC(F)(F)F